ClC=1C=C(C(=NC1)OC1=CC=2N(C=C1)N=C(N2)C(=O)O)OCC(F)(F)F 7-((5-chloro-3-(2,2,2-trifluoroethoxy)pyridin-2-yl)oxy)-[1,2,4]triazolo[1,5-a]pyridine-2-carboxylic acid